N(CCC(=O)O)CCC(=O)O.N[C@@H](C)C(=O)O alanine iminodipropionate